BrCC[Si](OCCC)(OCCC)OCCC 2-bromoethyltri-n-propoxysilane